17-amino-11-benzyl-6-hydroxy-6,15-bis(trifluoromethyl)-19-oxa-3,4,11,18-tetrazatricyclo[12.3.1.12,5]nonadeca-1(18),2,4,14,16-pentaen-12-one NC1=CC(=C2CC(N(CCCCC(C3=NN=C(C1=N2)O3)(C(F)(F)F)O)CC3=CC=CC=C3)=O)C(F)(F)F